8-(benzyloxy)-6-bromo-3,4-dihydroisoquinolin-1(2H)-one C(C1=CC=CC=C1)OC=1C=C(C=C2CCNC(C12)=O)Br